FC1=C(C=CC(=C1)O)C=1CCN(CC1)C(=O)OC(C)(C)C Tert-butyl 4-(2-fluoro-4-hydroxyphenyl)-3,6-dihydropyridine-1(2H)-carboxylate